N-(3-(2-aminoquinazolin-6-yl)-2,4-difluorophenyl)-2,3-dihydro-1H-indene-5-sulfonamide NC1=NC2=CC=C(C=C2C=N1)C=1C(=C(C=CC1F)NS(=O)(=O)C=1C=C2CCCC2=CC1)F